1-(2-(benzyloxy)ethyl)-1H-pyrazol-3-amine C(C1=CC=CC=C1)OCCN1N=C(C=C1)N